ClC1=C2C(=NC=C1)NC(=C2)C=2C=C(OCCN1CCOCC1)C=CC2 4-(2-(3-(4-Chloro-1H-pyrrolo[2,3-b]pyridin-2-yl)phenoxy)ethyl)morpholine